ClC1N(CC(C=C1C=1C=NC=CC1)C)CCCCC chloro-5-methyl-1-pentyl-1,2,5,6-tetrahydro-3,3'-bipyridine